N1(CCNCC1)C1=CC(OC2=C1C=CC=C2)=O 4-piperazinyl-2H-1-benzopyran-2-one